1-((S)-1-(2-chlorophenyl)ethyl)-N5-((1r,4S)-4-hydroxycyclohexyl)-N3-methyl-1H-pyrazole-3,5-dicarboxamide ClC1=C(C=CC=C1)[C@H](C)N1N=C(C=C1C(=O)NC1CCC(CC1)O)C(=O)NC